NCCS(=O)(=O)O[C@@H](C[N+](C)(C)C)CC([O-])=O L-carnitine taurinate